ClC1=C(C=C(C=C1)NC(=O)NC1=CC=C(C=C1)C1=NC=NC2=CC(=C(C=C12)OC)OCCCN1CCN(CC1)C)C(F)(F)F 1-(4-chloro-3-(trifluoromethyl)phenyl)-3-(4-(6-methoxy-7-(3-(4-methylpiperazin-1-yl)propoxy)quinazolin-4-yl)phenyl)urea